CSCCC(C)=O 4-(methylthio)-2-butanone